FC(C1=NC=C(C(=C1)C1=CC(=NC=C1C(=O)OC)N1C(C=C(C=C1)C)=O)OC)F methyl 2''-(difluoromethyl)-5''-methoxy-4-methyl-2-oxo-2H-[1,2':4',4''-terpyridine]-5'-carboxylate